BrC[C@@](C(=O)O)(C)O (S)-3-bromo-2-hydroxy-2-methylpropionic acid